O1C=C(C=C1)CN1CCN(CC1)C(=O)OC(C)(C)C tert-Butyl 4-(furan-3-ylmethyl)piperazine-1-carboxylate